C1(CC1)S(=O)(=O)C1CC(C1)NC(CC=1N=CC2=CC=C(C=C2C1)C1=NC(=CC=C1)N1C[C@@H](O[C@@H](C1)C)C)=O N-(3-(cyclopropylsulfonyl)cyclobutyl)-2-(6-(6-((cis)-2,6-dimethylmorpholino)pyridin-2-yl)isoquinolin-3-yl)acetamide